COCOCCCC(CC(C)[Mg]I)C 6-methoxymethoxy-1,3-dimethylhexyl-magnesium iodide